1,1-dioxo-2,6-bis(phenyl)-4-(dicyanomethylene)thiopyran O=S1(C(=CC(C=C1C1=CC=CC=C1)=C(C#N)C#N)C1=CC=CC=C1)=O